2-(1-(4-(6-oxo-1,6-dihydropyridazin-3-yl)-2-(trifluoromethyl)phenyl)piperidin-4-yl)acetic acid O=C1C=CC(=NN1)C1=CC(=C(C=C1)N1CCC(CC1)CC(=O)O)C(F)(F)F